(2r,5s)-4-(6-cyano-1-methyl-2-oxo-1,2-dihydropyrido[3,2-d]pyrimidin-4-yl)-2,5-diethylpiperazine-1-carboxylic acid tert-butyl ester C(C)(C)(C)OC(=O)N1[C@@H](CN([C@H](C1)CC)C=1C2=C(N(C(N1)=O)C)C=CC(=N2)C#N)CC